BrC=1C=C(C=NC1)C=1CCNCC1 5-bromo-1',2',3',6'-tetrahydro-3,4'-bipyridine